7-fluoro-N-(2-hydroxyethoxy)-3-methylbenzimidazole-5-carboxamide FC1=CC(=CC2=C1N=CN2C)C(=O)NOCCO